vinyl-catechol C(=C)C1=C(C(O)=CC=C1)O